NCC(CN1N=CN(C1=O)CC=1SC(=CC1)C=1C=NC(=C(C1)F)N(C)C)=C(F)F 2-[2-(aminomethyl)-3,3-difluoro-allyl]-4-[[5-[6-(dimethylamino)-5-fluoro-3-pyridinyl]-2-thienyl]methyl]-1,2,4-triazol-3-one